ClC1=CC=C(C=C1)NCC#CC=1N(C2=CC=CC(=C2C1)CN1CCC(CC1)N1CCCCC1)CC 1-{1-[(2-{3-[(4-chlorophenyl)amino]prop-1-yn-1-yl}-1-ethyl-1H-indol-4-yl)methyl]piperidin-4-yl}piperidin